2-(thiazolidin-2-yl)but-3-yn-2-ol S1C(NCC1)C(C)(C#C)O